(2-(4-(2-(2,6-dioxopiperidin-3-yl)-1-oxoisoindolin-4-yl)-1H-pyrazol-1-yl)ethyl)picolinamide O=C1NC(CCC1N1C(C2=CC=CC(=C2C1)C=1C=NN(C1)CCC=1C(=NC=CC1)C(=O)N)=O)=O